CN(C(OC(C)(C)C)=O)C[C@@H]1CCOC2=C(C=CC=C12)C1=CC=NC=C1 (R)-tert-butyl methyl((8-(pyridin-4-yl)chroman-4-yl)methyl)carbamate